16,16-Dimethylheptadecan-1-amin CC(CCCCCCCCCCCCCCCN)(C)C